C(#N)C1CCN(CC1)C1=NN=C(S1)C=1C(=CC(=NC1)C1=CC=C2N1N=CC(=C2)C#N)NC(C)C 7-(5-(5-(4-cyanopiperidin-1-yl)-1,3,4-thiadiazol-2-yl)-4-(isopropylamino)pyridin-2-yl)pyrrolo[1,2-b]pyridazine-3-carbonitrile